FC=1C=C(C=CC1OC)C=1C=CC=2N(C(C=C(N2)C2CCN(CC2)C)=O)C1 7-(3-fluoro-4-methoxyphenyl)-2-(1-methylpiperidin-4-yl)-4H-pyrido[1,2-a]pyrimidin-4-one